CC(C(C)N1CCNCC1)C 4-(3-methylbutan-2-yl)piperazin